tert-Butyl 8-(pyridin-2-yl)-3,8-diazabicyclo[3.2.1]octane-3-carboxylate N1=C(C=CC=C1)N1C2CN(CC1CC2)C(=O)OC(C)(C)C